2-(2-(Methyl(2,2,2-trifluoroethyl)amino)pyrimidin-4-yl)-N-(tetrahydro-2H-pyran-4-yl)-1H-pyrrolo[3,2-c]pyridin-6-amine CN(C1=NC=CC(=N1)C1=CC=2C=NC(=CC2N1)NC1CCOCC1)CC(F)(F)F